1-bromo-4-(4-methoxyphenyl)butan-2-one BrCC(CCC1=CC=C(C=C1)OC)=O